C(C)(C)(C)OC(=O)N1C2CCC(C1C(=O)O)C2 2-(tert-butoxycarbonyl)-2-azabicyclo[2.2.1]heptane-3-carboxylic acid